3-(4-Nitrophenoxy)benzamide [N+](=O)([O-])C1=CC=C(OC=2C=C(C(=O)N)C=CC2)C=C1